NC1=C(C#N)C=C(C=C1C)CCO 2-amino-5-(2-hydroxyethyl)-3-methylbenzonitrile